4-((3-(3-cyano-1-(tetrahydro-2H-pyran-4-yl)-1H-pyrazol-4-yl)-2-methoxyphenyl)amino)-6-(cyclopropanecarboxamido)pyridazine-3-carboxamide C(#N)C1=NN(C=C1C=1C(=C(C=CC1)NC1=C(N=NC(=C1)NC(=O)C1CC1)C(=O)N)OC)C1CCOCC1